3-[[8-benzyloxy-4-(4-fluorophenyl)-3-tetrahydropyran-4-yl-1-isoquinolyl]oxy]-benzoic acid C(C1=CC=CC=C1)OC=1C=CC=C2C(=C(N=C(C12)OC=1C=C(C(=O)O)C=CC1)C1CCOCC1)C1=CC=C(C=C1)F